5-[(7-chloro-1-isoquinolyl)amino]pyridine-2-carboxylic acid ClC1=CC=C2C=CN=C(C2=C1)NC=1C=CC(=NC1)C(=O)O